5-(4-fluorophenyl)-1H-pyrazole-3-carboxylic acid FC1=CC=C(C=C1)C1=CC(=NN1)C(=O)O